(1R,2S)-1'-benzyl-2-(1-benzyl-1H-indazol-6-yl)-5'-methoxyspiro[cyclopropane-1,3'-indoline] C(C1=CC=CC=C1)N1C[C@@]2(C3=CC(=CC=C13)OC)[C@@H](C2)C2=CC=C1C=NN(C1=C2)CC2=CC=CC=C2